C[C@@H]1O[C@@H](CN(C1)C=1C=C(C=CC1)C=1N=C(SC1)NC(CNC(OC(C)(C)C)=O)=O)C tert-butyl (2-((4-(3-((2S,6R)-2,6-dimethylmorpholino)phenyl)thiazol-2-yl)amino)-2-oxoethyl)carbamate